4,5-difluoro-2-(1H-indole-3-carboxamido)benzoic acid methyl ester COC(C1=C(C=C(C(=C1)F)F)NC(=O)C1=CNC2=CC=CC=C12)=O